4-(4,4,5,5-Tetramethyl-1,3,2-dioxaborolan-2-yl)-2-thiazolemethanol CC1(OB(OC1(C)C)C=1N=C(SC1)CO)C